2-dimethylphosphoryl-5-[3-[7-[((Z)-3-fluoro-1-methyl-4-piperidyl)amino]-3-(2,2,2-trifluoroethyl)benzothiophen-2-yl]prop-2-ynylamino]-4-methoxy-N-methyl-benzamide CP(=O)(C)C1=C(C(=O)NC)C=C(C(=C1)OC)NCC#CC=1SC2=C(C1CC(F)(F)F)C=CC=C2NC2C(CN(CC2)C)F